methyl 3-(9-((4-(((tert-butoxycarbonyl)amino)methyl)-2-(3-hydroxypropoxy)phenyl)carbamoyl)-4,5-dihydrobenzo[b]thieno[2,3-d]oxepin-8-yl)-6-(propylcarbamoyl)picolinate C(C)(C)(C)OC(=O)NCC1=CC(=C(C=C1)NC(=O)C1=CC2=C(OCCC3=C2SC=C3)C=C1C=1C(=NC(=CC1)C(NCCC)=O)C(=O)OC)OCCCO